4,4-Methylenebis(2,6-dimethylaniline) CC1=CC(=CC(=C1N)C)CC2=CC(=C(C(=C2)C)N)C